C1(CC1)C=1C=C(OC=2C=NC=3N(C2C(=O)NCC(F)C2=C(C=C(C=C2)Cl)Cl)N=CC3C)C=CC1 6-(3-cyclopropylphenoxy)-N-[2-(2,4-dichlorophenyl)-2-fluoro-ethyl]-3-methyl-pyrazolo[1,5-a]pyrimidine-7-carboxamide